F[C@@H](CN1N=NC(=C1)C(=O)NCC=1SC(=NN1)C1=CC=CC=C1)CO (S)-1-(2-fluoro-3-hydroxypropyl)-N-((5-phenyl-1,3,4-thiadiazol-2-yl)methyl)-1H-1,2,3-triazole-4-carboxamide